C1(=CC=C(C=C1)N(C1=CC=2C(C3=CC=CC=C3C2C=C1)(C)C)C1=CC=C(C=C1)C=1C=CC=2N(C3=CC=CC=C3C2C1)C1=CC=CC=C1)C1=CC=CC=C1 N-([1,1'-Biphenyl]-4-yl)-9,9-dimethyl-N-(4-(9-phenyl-9H-carbazol-3-yl)phenyl)-9H-fluoren-2-amin